N-[(2R,4R)-1-methyl-2-methyl-4-piperidyl]-6-[3-(4-mesyl-2-anisidino)-1-propynyl]-1-(2,2,2-trifluoroethyl)-1H-benzo[d]imidazole-4-carboxamide CN1[C@@H](C[C@@H](CC1)NC(=O)C1=CC(=CC=2N(C=NC21)CC(F)(F)F)C#CCNC=2C(OC)=CC=C(C2)S(=O)(=O)C)C